N1=CC(=CC2=CC=CN=C12)C=1C=CN2N=C(N=CC21)NC2CCOCC2 5-(1,8-naphthyridin-3-yl)-N-(tetrahydro-2H-pyran-4-yl)pyrrolo[2,1-f][1,2,4]triazin-2-amine